4,4-dichloro-trans-stilbene fluoren-9-ylmethyl-N-[[3-chloro-2-[(3-formyl-2-pyridyl)sulfanyl]-5-(2H-triazol-4-yl)phenyl]methyl]carbamate C1=CC=CC=2C3=CC=CC=C3C(C12)COC(NCC1=C(C(=CC(=C1)C1=NNN=C1)Cl)SC1=NC=CC=C1C=O)=O.ClC1(CC=C(C=C1)\C=C\C1=CC=CC=C1)Cl